2-hydroxy-3-(3-nitrophenyl)butanoic acid OC(C(=O)O)C(C)C1=CC(=CC=C1)[N+](=O)[O-]